C(C)(C)(C)OC(=O)C1=C(C=NN1C)C1=NC=C(C(=N1)C)O 4-(5-hydroxy-4-methylpyrimidin-2-yl)-1-methyl-1H-pyrazole-5-carboxylic acid tert-butyl ester